CCCCCCCCCCCCCCCCCCCCCCCC[C@H]([C@@H](CCCCCCCCCCCCCCCCCCCC1CC1CCCCCCCCCCC2CC2CCCCCCCCCCCCCCCCCC)O)C(=O)[O-] The molecule is a C80 alpha-mycolate having a C54 meromycolic chain with two cis cyclopropyl functions and a saturated C26 alpha-branch. It is produced by Mycobacterium tuberculosis H37Ra. It has a role as a bacterial metabolite. It is an an alpha-mycolate and a hydroxy fatty acid anion. It is a conjugate base of a (2R)-2-[(1R)-1-hydroxy-20-{2-[10-(2-octadecylcyclopropyl)decyl]cyclopropyl}icosyl]hexacosanoic acid.